N[C@]1(CN(CC1)C1=C(C(=CC(=C1)Cl)Br)CN1C2=NC=NC(=C2N=C1)N)COCC(=O)NC1CC1 (R)-2-((3-Amino-1-(2-((6-amino-9H-purin-9-yl)methyl)-3-bromo-5-chlorophenyl)pyrrolidin-3-yl)methoxy)-N-cyclopropylacetamid